trans-5-(3,4-dihydroisoquinolin-2(1H)-yl)azepin-4-ol C1N(CCC2=CC=CC=C12)C1=C(/C=C/NC=C1)O